(2-(3-(3,3,3-trifluoro-1-(thiophen-2-yl)propyl)-1H-indol-2-yl)phenyl)boronic acid FC(CC(C=1SC=CC1)C1=C(NC2=CC=CC=C12)C1=C(C=CC=C1)B(O)O)(F)F